N1CC(CCC1)C(=O)O hexahydropyridine-3-carboxylic acid